2,4-difluoro-3-iodobenzoic acid FC1=C(C(=O)O)C=CC(=C1I)F